CS(=O)(=O)CCSC1=CC=C(C=C1)O 4-((2-(methylsulfonyl)ethyl)thio)phenol